2-(3-(2-(diethylamino)ethyl)-1H-indol-4-yl)ethan-1-ol C(C)N(CCC1=CNC2=CC=CC(=C12)CCO)CC